3-((1-(2-(difluoromethoxy)-5-((2-methoxyethyl)thio)phenyl)-3-methyl-1H-pyrazolo[4,3-c]pyridin-6-yl)amino)pyrazin-2(1H)-one FC(OC1=C(C=C(C=C1)SCCOC)N1N=C(C=2C=NC(=CC21)NC=2C(NC=CN2)=O)C)F